(4-fluoro-2-methyl-5-(3-(trifluoromethyl)benzamido)phenyl)boronic acid FC1=CC(=C(C=C1NC(C1=CC(=CC=C1)C(F)(F)F)=O)B(O)O)C